C(C)(C)(C)OC(N[C@H]1CN(CCC1)CC1=CC=CC=C1)=O (R)-(1-benzyl-piperidin-3-yl)carbamic acid tert-butyl ester